C1(CCC1)C1=C2C=CN(C(C2=CN=C1)=O)CC=1N=C2N(C=C(C=C2)C=O)C1 2-[(5-cyclobutyl-1-oxo-1,2-dihydro-2,7-naphthyridin-2-yl)methyl]imidazo[1,2-a]pyridine-6-carbaldehyde